C1(CC1)C1=CN(C2=CC(=CC=C12)C(NCC1CC1)=O)C(C(=O)NC1=C(C=CC(=C1)CN1N=CC(=C1)C)CCCC(=O)O)C 4-{2-[(2-{3-cyclopropyl-6-[(cyclopropylmethyl)carbamoyl]-1H-indol-1-yl}propanoyl)amino]-4-[(4-methyl-1H-pyrazol-1-yl)methyl]phenyl}butanoic acid